N2-(tert-Butoxycarbonyl)-N6,N6-dimethyl-L-lysine C(C)(C)(C)OC(=O)N[C@@H](CCCCN(C)C)C(=O)O